(2-amino-6-(5-fluoro-2-methyl-3-(methylamino)phenyl)imidazo[1,2-a]pyridin-3-yl)((1S,2S)-2-fluorocyclopropyl)methanone NC=1N=C2N(C=C(C=C2)C2=C(C(=CC(=C2)F)NC)C)C1C(=O)[C@H]1[C@H](C1)F